N-(3-((4-((1-benzylpiperidin-4-yl)amino)-6,7-dimethoxyquinazolin-2-yl)amino)propyl)-2-chloroacetamide C(C1=CC=CC=C1)N1CCC(CC1)NC1=NC(=NC2=CC(=C(C=C12)OC)OC)NCCCNC(CCl)=O